NC1=CC=CC(=N1)S(=O)(=O)NC(=O)C=1C(=NC(=C(C1)C=1CCN(CC1)C(CC(C)(C)C)=O)C(C)(C)C)N1C(C[C@@H](C1)C)(C)C N-[(6-Amino-2-pyridyl)sulfonyl]-6-tert-butyl-5-[1-(3,3-dimethylbutanoyl)-3,6-dihydro-2H-pyridin-4-yl]-2-[(4S)-2,2,4-trimethylpyrrolidin-1-yl]pyridin-3-carboxamid